C1(C=CC(N1C=1C=C(C(SSC2=NC=CC=C2)(C)C(C2=CC=CC=C2)=O)C=CC1)=O)=O m-maleimidobenzoyl-α-methyl-α-(2-pyridyldithio)toluene